3-[1-(5-cyclopropyl-4-[[2-(trimethylsilyl)ethoxy]methyl]-1,2,4-triazol-3-yl)imidazo[1,5-a]pyridin-6-yl]-2,4-difluoroaniline C1(CC1)C=1N(C(=NN1)C=1N=CN2C1C=CC(=C2)C=2C(=C(N)C=CC2F)F)COCC[Si](C)(C)C